CC=1N(CC[C@H](N1)C(=O)O)C (S)-2-methyl-1,4,5,6-tetrahydro-methyl-pyrimidine-4-carboxylic acid